2-Methylheneicosane CC(C)CCCCCCCCCCCCCCCCCCC